N-[4-(5-Cyclopropyl-1,3,4-oxadiazol-2-yl)phenyl]-3-[(1,1-dioxo-1,4-thiazinan-4-yl)methyl]benzamide C1(CC1)C1=NN=C(O1)C1=CC=C(C=C1)NC(C1=CC(=CC=C1)CN1CCS(CC1)(=O)=O)=O